2-(2-(3,3-difluoroazetidin-1-yl)ethyl)piperazine-1-carboxylate FC1(CN(C1)CCC1N(CCNC1)C(=O)[O-])F